FC(C=1C=C(C=O)C=CN1)(F)F 2-(trifluoromethyl)-isonicotinaldehyde